3-[2-(dimethylamino)ethyl]indole-1-carboxylic acid isobutyl ester C(C(C)C)OC(=O)N1C=C(C2=CC=CC=C12)CCN(C)C